4-Methylisoquinoline-5-sulfonyl chloride CC1=CN=CC=2C=CC=C(C12)S(=O)(=O)Cl